N-((6,7-dihydro-5H-pyrrolo[1,2-a]imidazol-3-yl)methylene)-2-methylpropane-2-sulfinamide N1=C2N(C(=C1)C=NS(=O)C(C)(C)C)CCC2